CN1C(=NN=C1)SC(C)C=1C=C(C=CC1)NC(=O)C1=NC2=CC=CC=C2N=C1 N-(3-(1-((4-Methyl-4H-1,2,4-triazol-3-yl)thio)ethyl)phenyl)quinoxaline-2-carboxamide